NC(CS(=O)(=O)N)C(=O)O L-2-amino-2-carboxyethanesulfonamide